(S)-8-(1-(tert-butoxycarbonyl)pyrrolidine-2-yl)-6-(3-methyl-1H-pyrrolo[2,3-b]pyridin-5-yl)-3,4-dihydroisoquinoline-2(1H)-carboxylic acid methyl ester COC(=O)N1CC2=C(C=C(C=C2CC1)C=1C=C2C(=NC1)NC=C2C)[C@H]2N(CCC2)C(=O)OC(C)(C)C